5-(2-methylpropyl)imidazole-2,4-dione CC(CC=1C(NC(N1)=O)=O)C